C(CC)C1=C(C(=O)O)C=C(C(=C1O)O)O.C1([C@@H](O)[C@H](O)[C@H](O)[C@@H](O1)C)[C@@]1([C@H](O[C@H]2[C@@H]([C@H](C(O)O[C@@H]2CO)O)O)O[C@@H]([C@@H]([C@@H]1O)O)CO)O 2'-Fucosyl-lactose propyl-3,4,5-trihydroxybenzoate